3,5-Dibromotrifluoromethoxybenzene C1=C(C=C(C=C1Br)Br)OC(F)(F)F